NC1=CC=C(C=C1)C1=C(C=2N=CN=C(C2N1C1=CC(=C(C=C1)OC1=NC=CC(=N1)C)F)N)Br 6-(4-aminophenyl)-7-bromo-5-{3-fluoro-4-[(4-methylpyrimidin-2-yl)oxy]phenyl}-5H-pyrrolo[3,2-d]pyrimidin-4-amine